6-chloro-3-(((1R)-1-(2-cyano-3-(4,4-difluoro-3-methoxypiperidin-1-yl)-7-methylquinoxalin-5-yl)ethyl)amino)picolinic acid ClC1=CC=C(C(=N1)C(=O)O)N[C@H](C)C1=C2N=C(C(=NC2=CC(=C1)C)C#N)N1CC(C(CC1)(F)F)OC